FC1=C(C=C(C=C1)C=1C=C2C(=NC1)N(C(N2CC(=O)N(C)C)=O)C)OC(F)F 2-[6-[4-fluoro-3-(difluoromethoxy)phenyl]-3-methyl-2-oxo-imidazo[4,5-b]pyridin-1-yl]-N,N-dimethyl-acetamide